N'-hydroxy-5-((3-(4-(trifluoromethyl)phenyl)isoxazol-5-yl)amino)pyridinecarboxamidine ON=C(N)C1=NC=C(C=C1)NC1=CC(=NO1)C1=CC=C(C=C1)C(F)(F)F